FC1(CNCC=2C1=NC=1N(C2)C(=C(N1)C1=NC(=NN1CC1=CC=C(C=C1)OC)C(F)(F)F)C=1N=CN(C1)S(=O)(=O)N(C)C)F 4-(9,9-Difluoro-2-(1-(4-methoxybenzyl)-3-(trifluoromethyl)-1H-1,2,4-triazol-5-yl)-6,7,8,9-tetrahydroimidazo[1,2-a]pyrido[4,3-d]pyrimidin-3-yl)-N,N-dimethyl-1H-imidazole-1-sulfonamide